COC1=CC(=CC2=C1O[C@@H]([C@H]2C(=O)O)C3=CC(=C(C=C3)O)OC)/C=C/C(=O)O The molecule is a member of the class of 1-benzofurans that is a lignan obtained by cyclodimerisation of ferulic acid. It has a role as a bacterial xenobiotic metabolite. It is a member of 1-benzofurans, a dicarboxylic acid, a lignan, an olefinic compound and a member of guaiacols. It derives from a ferulic acid. It is a conjugate acid of a (+)-DCA-CC(2-). It is an enantiomer of a (-)-DCA-CC.